P(O)(=O)(OP(=O)(O)OP(=O)(O)O)OC[C@@H]1[C@H]([C@H]([C@@H](O1)N1C=NC=2C(NC)=NC(=NC12)N)O)O N6-Methyl-2-Aminoadenosine-5'-Triphosphate